4-Trifluoromethyl-salicylic acid FC(C=1C=C(C(C(=O)O)=CC1)O)(F)F